5-bromo-N-cyclopropyl-3-(difluoromethyl)picolinamide BrC=1C=C(C(=NC1)C(=O)NC1CC1)C(F)F